C(CCCC)C(C=CC1=CC=CC=C1)O Alpha-n-pentyl-3-phenyl-2-propen-1-ol